COCCOCCOC bis(2-methoxyethyl) ether